5,7-dichloro-6-hydroxy-3,4-dihydroisoquinolin-1(2H)-one ClC1=C2CCNC(C2=CC(=C1O)Cl)=O